5-IODO-7-TOSYL-7H-PYRROLO[2,3-D]PYRIMIDIN-4-AMINE IC1=CN(C=2N=CN=C(C21)N)S(=O)(=O)C2=CC=C(C)C=C2